4-(4-fluoro-5-methoxy-isoindolin-2-yl)-4-oxobutanoic acid ethyl ester C(C)OC(CCC(=O)N1CC2=CC=C(C(=C2C1)F)OC)=O